tert-butyl 5-[6-chloro-7-[[4-methyl-6-(methylamino) pyrimidin-2-yl] amino]-2,3-dihydro-1,4-benzodioxin-5-yl]-2-methyl-2,3,4,7-tetrahydroazepine-1-carboxylate ClC1=C(C2=C(OCCO2)C=C1NC1=NC(=CC(=N1)C)NC)C=1CCC(N(CC1)C(=O)OC(C)(C)C)C